(1-(3-(cyclohexanesulfonylamino)phenyl)-1H-1,2,3-triazol-4-yl)isonicotinic acid C1(CCCCC1)S(=O)(=O)NC=1C=C(C=CC1)N1N=NC(=C1)C1=C(C(=O)O)C=CN=C1